C1(=CC=CC=C1)C1=NOC(=N1)CCC(=O)N1CC2=C(N=C(NC2=O)C2(CC2)C2=CC=CC=C2)CC1 6-(3-(3-phenyl-1,2,4-oxadiazol-5-yl)propanoyl)-2-(1-phenylcyclopropyl)-5,6,7,8-tetrahydropyrido[4,3-d]pyrimidin-4(3H)-one